3,5-diethyl-1,2-dihydro-1-phenyl-2-propyl-pyridine C(C)C=1C(N(C=C(C1)CC)C1=CC=CC=C1)CCC